BrC1=C(C(=C(C=C1)O)\C=C\B1OC(C(O1)(C)C)(C)C)C 4-bromo-3-methyl-2-[(E)-2-(4,4,5,5-tetramethyl-1,3,2-dioxaborolan-2-yl)vinyl]phenol